(Racemic)-5-(methylsulfonyl)-N-((2-(6-(quinuclidin-3-ylamino)pyridin-2-yl)-1,6-naphthyridin-7-yl)methyl)nicotinamide CS(=O)(=O)C=1C=NC=C(C(=O)NCC2=NC=C3C=CC(=NC3=C2)C2=NC(=CC=C2)N[C@H]2CN3CCC2CC3)C1 |r|